benzyl perfluorobutyrate FC(C(=O)OCC1=CC=CC=C1)(C(C(F)(F)F)(F)F)F